N-((5-(trifluoromethyl)-2-pyrimidinyl)methyl)-D-prolinamide FC(C=1C=NC(=NC1)CNC([C@@H]1NCCC1)=O)(F)F